5'-(2-Oxopropyl)-8'-[(2S,3S,4R)-2,3,4,5-tetrahydroxypentyl]-5',8'-dihydro-1'H-spiro[cyclopropane-1,7'-pteridine]-2',4',6'(3'H)-trione O=C(CN1C=2C(NC(NC2N(C2(C1=O)CC2)C[C@@H]([C@@H]([C@@H](CO)O)O)O)=O)=O)C